4-(2,6-Dihydroxy-4-propylphenyl)-3,3,5-trimethylindolin-2-one OC1=C(C(=CC(=C1)CCC)O)C1=C2C(C(NC2=CC=C1C)=O)(C)C